3-(4-((3-(4-(3-iodopropyl)phenyl)propyl)thio)-1-oxoisoindolin-2-yl)piperidine-2,6-dione ICCCC1=CC=C(C=C1)CCCSC1=C2CN(C(C2=CC=C1)=O)C1C(NC(CC1)=O)=O